CN1N=C(C=CC1=O)NC(=O)N1CCC(CC1)NC1=C(C=CC=C1)C(F)(F)F N-(1-methyl-6-oxo-1,6-dihydropyridazin-3-yl)-4-(2-(trifluoromethyl)phenylamino)piperidine-1-carboxamide